3-fluoro-2-methyloct-7-yn FC(C(C)C)CCCC#C